FC(OC1=CC=C(C=C1)C=1C=C(N=NC1)NC1=NC(=NC=C1F)N1C[C@H](O[C@H](C1)C)C)F 5-(4-(difluoromethoxy)phenyl)-N-(2-((2R,6S)-2,6-dimethylmorpholinyl)-5-fluoropyrimidin-4-yl)pyridazin-3-amine